CC1=CC=CC=2OC3=CC=CC=C3CC12 Methylxanthene